N1C(=CC=2C=NC=CC21)[C@H](C)NC(=O)[C@H]2N(C[C@](C2)(COC)F)C(CNC(C2=CC=C(C=C2)OC2=CC=CC=C2)=O)=O (2S,4R)-N-((S)-1-(1H-pyrrolo[3,2-c]pyridin-2-yl)ethyl)-4-fluoro-4-(methoxymethyl)-1-((4-phenoxybenzoyl)glycyl)pyrrolidine-2-carboxamide